SCC=1SC=C(SC1)CS 2,5-bis(mercaptomethyl)-1,4-dithiine